CC1=CC=C(C=C1)S(=O)(=O)OCCN1CCS(CC1)(=O)=O 2-(1,1-dioxidothiomorpholino)ethyl 4-methylbenzenesulfonate